C(=C)[C@H]1CN(C[C@H](N1)C)C=1N=NC(=CN1)C1=C(C=C(C=C1)C=1C=NNC1)O 2-{3-[(3s,5r)-3-vinyl-5-methylpiperazin-1-yl]-1,2,4-triazin-6-yl}-5-(1H-pyrazol-4-yl)phenol